N'-(3-chloro-4-methylphenyl)-N,N-dimethylurea ClC=1C=C(C=CC1C)NC(N(C)C)=O